COC1=C(C=CC(=C1)C1=CN=C2N1N=C(C=C2)NCC=2SC=CC2)O 2-methoxy-4-[6-(2-thienylmeth-ylamino)imidazo[1,2-b]pyridazin-3-yl]phenol